(S)-tert-butyl 4-(2-bromophenyl)-2-cyano-4,7-dihydrothieno[2,3-c]pyridine-6(5H)-carboxylate BrC1=C(C=CC=C1)[C@@H]1C2=C(CN(C1)C(=O)OC(C)(C)C)SC(=C2)C#N